COCCC(C)C methyl-isopentyl ether